ClC1=CC2=C(C=N1)C=NN2 6-chloro-1H-pyrazolo[4,3-c]pyridine